COC(C1=CC(=C(C=C1)OCCCCCCCCCCCCCC)OC)=O 4-Tetradecyloxy-3-methoxybenzoic acid methyl ester